(E)-N'-((S)-9-cyano-3-((E)-4-(dimethylamino)but-2-enoyl)-1,2,3,4,4a,5-hexahydrobenzo[b]pyrazino[1,2-d][1,4]oxazin-8-yl)-N,N-dimethylformimidamide C(#N)C1=CC2=C(OC[C@H]3N2CCN(C3)C(\C=C\CN(C)C)=O)C=C1/N=C/N(C)C